ClC1=C(C=C(OCCCN2C(=CC(=C2)N(C2=CC=C(C=C2)C)CC2=CC(=CC=C2)Cl)C(=O)O)C=C1C)C 1-(3-(4-chloro-3,5-dimethylphenoxy)propyl)-4-((3-chlorobenzyl)(p-tolyl)amino)-1H-pyrrole-2-carboxylic acid